FC(C(=O)[O-])(F)F.C12[NH2+]CC(NC1)C2 2,5-diazabicyclo[2.2.1]heptan-2-ium trifluoroacetate